rac-N-((4R,5R)-3-(2-cyanamido-1-hydroxyethyl)-7-ethyl-4-(4-fluorophenyl)-6-oxo-1-phenyl-4,5,6,7-tetrahydro-1H-pyrazolo[3,4-b]pyridin-5-yl)-3-(trifluoromethyl)benzamide N(C#N)C[C@@H](O)C1=NN(C=2N(C([C@@H]([C@@H](C21)C2=CC=C(C=C2)F)NC(C2=CC(=CC=C2)C(F)(F)F)=O)=O)CC)C2=CC=CC=C2 |&1:4|